(2S,4R)-2-{[(1S)-1-[4-(2-fluorophenyl)phenyl]ethyl]carbamoyl}-4-hydroxypyrrolidine FC1=C(C=CC=C1)C1=CC=C(C=C1)[C@H](C)NC(=O)[C@H]1NC[C@@H](C1)O